3-(3-(4-(2-(2-fluoro-5-((6-fluoro-4-methyl-1H-indol-5-yl)oxy)phenyl)-1H-imidazol-5-yl)tetrahydro-2H-pyran-4-yl)phenyl)propanoic acid FC1=C(C=C(C=C1)OC=1C(=C2C=CNC2=CC1F)C)C=1NC(=CN1)C1(CCOCC1)C=1C=C(C=CC1)CCC(=O)O